7-(2,4-difluorophenyl)-N,N-dimethyl-5-[(2R,6S)-2-methyl-6-(2-methyl-4-pyridyl)morpholin-4-yl]thiazolo[4,5-d]pyrimidin-2-amine FC1=C(C=CC(=C1)F)C=1C2=C(N=C(N1)N1C[C@H](O[C@H](C1)C1=CC(=NC=C1)C)C)N=C(S2)N(C)C